1-methyl-4-(vinylsulfonyl)benzene CC1=CC=C(C=C1)S(=O)(=O)C=C